C(C=C)OC1=C(C=O)C=C(C(=C1)C=O)OCC=C 2,5-diallyloxyterephthalaldehyde